C12(CC(C1)C2)C2=NC=CC(=C2)C(=O)NC2=C(C=C(C(=C2)C=2C=C(C=1N(C2)C=CN1)N1CCOCC1)C)F 2-{Bicyclo[1.1.1]pentan-1-yl}-N-{2-fluoro-4-methyl-5-[8-(morpholin-4-yl)imidazo[1,2-a]pyridin-6-yl]phenyl}pyridine-4-carboxamide